FC1(CNC(N(C1)[C@H](COC)C1=CC=2N(N=C1)C=C(N2)C=O)=O)F (S)-7-(1-(5,5-Difluoro-2-oxotetrahydropyrimidin-1(2H)-yl)-2-methoxyethyl)imidazo[1,2-b]pyridazine-2-carbaldehyde